4-(3-(pyridin-4-yl)-1H-pyrazol-5-yl)pyrrolidine-1-carbonitrile N1=CC=C(C=C1)C1=NNC(=C1)C1CCN(C1)C#N